4-(5-fluoro-3-((3-fluoro-5-(methylsulfonyl)benzyl)oxy)pyridin-2-yl)-5-methyl-N-(3-methyl-5-(methylsulfonamido)phenyl)thiophene-2-carboxamide FC=1C=C(C(=NC1)C=1C=C(SC1C)C(=O)NC1=CC(=CC(=C1)NS(=O)(=O)C)C)OCC1=CC(=CC(=C1)S(=O)(=O)C)F